6-[5-(6-methyl-2-pyridyl)-1H-imidazol-4-yl]-3-(6-piperazin-1-yl-2-pyridyl)quinoline CC1=CC=CC(=N1)C1=C(N=CN1)C=1C=C2C=C(C=NC2=CC1)C1=NC(=CC=C1)N1CCNCC1